5-methyl-1-phenyl-1,4-Hexadien-3-one CC(=CC(C=CC1=CC=CC=C1)=O)C